tert-butyl (12aR)-9-bromo-10-chloro-8-(hydroxymethyl)-3,4,12,12a-tetrahydro-6H-pyrazino[2,1-c][1,4]benzoxazepine-2(1H)-carboxylate BrC1=C(C2=C(CN3[C@@H](CO2)CN(CC3)C(=O)OC(C)(C)C)C=C1CO)Cl